heptylphenyl ether sodium sulfate S(=O)(=O)([O-])[O-].[Na+].C(CCCCCC)OC1=CC=CC=C1.[Na+]